C(C)(=O)N=S(=O)(C1=CC=C(C=C1)[N+](=O)[O-])Cl N-acetyl-4-nitrobenzenesulfonimidoyl chloride